(S)-tert-butyl 7-(3-(3-(2-(((benzyloxy) carbonyl) amino)-3-methoxy-3-oxopropoxy) azetidin-1-yl) propyl)-3,4-dihydro-1,8-naphthyridine-1(2H)-carboxylate C(C1=CC=CC=C1)OC(=O)N[C@@H](COC1CN(C1)CCCC1=CC=C2CCCN(C2=N1)C(=O)OC(C)(C)C)C(=O)OC